ClC1=CC(=C(CNC(=O)C2CCN(CC2)CC2=CC=C(C=C2)F)C=C1)C(F)(F)F N-(4-chloro-2-(trifluoromethyl)benzyl)-1-(4-fluorobenzyl)piperidine-4-carboxamide